OC(C1=CC=CC=C1)C1=C(C#N)C=CC=C1 (hydroxy(phenyl)methyl)benzonitrile